IC=1C=NN(C1N1C(C2(C3=CC=CC=C13)CCC2)=O)C 1'-(4-iodo-1-methyl-1H-pyrazol-5-yl)spiro[cyclobutane-1,3'-indoline]-2'-one